ClC=1C=C(C=C(C1)Cl)C1(CC(=NN1)C1=NN=C(O1)SCC(=O)NC1=CC=C(C=C1)C)C(F)(F)F 2-((5-(5-(3,5-dichlorophenyl)-5-(trifluoromethyl)-4,5-dihydro-1H-pyrazol-3-yl)-1,3,4-oxadiazol-2-yl)thio)-N-(p-tolyl)acetamide